tert-butyl (5-bromo-2,3-dihydro-1H-inden-1-yl)carbamate BrC=1C=C2CCC(C2=CC1)NC(OC(C)(C)C)=O